BrC1=NC=C(C=C1O)C(F)(F)F 2-bromo-5-(trifluoromethyl)pyridin-3-ol